3,3-dimethyl-4-((6-oxo-4-phenylpyrimidin-1(6H)-yl)methyl)piperidine-1-carboxylic acid tert-butyl ester C(C)(C)(C)OC(=O)N1CC(C(CC1)CN1C=NC(=CC1=O)C1=CC=CC=C1)(C)C